fluorenylmethoxycarbonyl-valine C1(=CC=CC=2C3=CC=CC=C3CC12)COC(=O)N[C@@H](C(C)C)C(=O)O